CN(C1CCC(CC1)N1N=CC(=C1C)C=1C=C(C=2N(C1)N=CC2C#N)SC2=NC=CC=C2F)C 6-(1-(4-(dimethylamino)cyclohex-yl)-5-methyl-1H-pyrazol-4-yl)-4-((3-fluoropyridin-2-yl)thio)pyrazolo[1,5-a]pyridine-3-carbonitrile